C(#N)C=1C=CC(=NC1)C=1C=NC(=CC1NC1=NC(=CC(=C1)OC(C)C)S(=O)(=O)C)NC(C)=O N-(5-cyano-4'-((4-isopropoxy-6-(methylsulfonyl)pyridin-2-yl)amino)-[2,3'-bipyridin]-6'-yl)acetamide